N-[(2S)-3,3-Difluoro-2-hydroxypropyl]-2-(3-fluorophenyl)-3-oxo-6-[2-(trifluoromethyl)pyrimidin-5-yl]-2,3-dihydropyridazin-4-carboxamid FC([C@H](CNC(=O)C=1C(N(N=C(C1)C=1C=NC(=NC1)C(F)(F)F)C1=CC(=CC=C1)F)=O)O)F